3-Phenylpiperidin-3-amine C1(=CC=CC=C1)C1(CNCCC1)N